FC=1C=C(C(=O)O)C=CC1C1=NC=C(C2=C1C=CN2)F 3-fluoro-4-(7-fluoro-1H-pyrrolo[3,2-c]pyridin-4-yl)benzoic acid